Cl.[2H]C(N)([2H])[2H] trideuteriomethanamine, hydrochloride